O=C(CNC(=O)C1=CC2=CC=CC=C2C=C1)NC1CCCC2=CC=CC=C12 N-[2-oxo-2-(1,2,3,4-tetrahydronaphthalene-1-ylamino)ethyl]naphthalene-2-carboxamide